(4-ethylphenyl)(1-methyl-4,10-dihydrobenzo[b]pyrazolo[3,4-e][1,4]diazepin-5(1H)-yl)methanone C(C)C1=CC=C(C=C1)C(=O)N1C2=C(NC3=C(C1)C=NN3C)C=CC=C2